aminoethyl-N-beta-aminoethyl-gamma-aminopropyltriethoxysilane NCCC(C)O[Si](OCC)(OCC)CCCNCCN